C1(=CC=CC2=CC=CC=C12)C1=CC=C(C=C1)N(C1=CC=C(C=C1)C=1C=CC=C2C=3C=CC=CC3C3(C12)C1=CC=CC=C1C=1C=CC=CC13)C1=CC=C(C=C1)C=1C=CC=C3C2=CC=CC=C2OC13 N-[4-(naphthalen-1-yl)phenyl]-N-(4-{8-oxatricyclo[7.4.0.02,7]trideca-1(13),2,4,6,9,11-hexaen-6-yl}phenyl)-4-{9,9'-spirobi[fluoren]-8-yl}aniline